4-((6,7-dimethoxyquinolin-4-yl)oxy)cyclohexan-1-one Ethyl-4-amino-2-(4-(quinolin-2-yl)piperazin-1-yl)pyrimidine-5-carboxylate C(C)OC(=O)C=1C(=NC(=NC1)N1CCN(CC1)C1=NC2=CC=CC=C2C=C1)N.COC=1C=C2C(=CC=NC2=CC1OC)OC1CCC(CC1)=O